C1(CCCCC1)NC(=O)C1=NNC2=CC=C(C=C12)C=1C(=NC=CC1)F N-Cyclohexyl-5-(2-fluoropyridin-3-yl)-1H-indazole-3-carboxamide